t-Butyl 5-[(t-butyldimethylsilyl)oxy]-2-{2-fluoro-6-[(3S)-3-methoxypiperidin-1-yl]pyridin-3-yl}-1H-indole-1-carboxylate [Si](C)(C)(C(C)(C)C)OC=1C=C2C=C(N(C2=CC1)C(=O)OC(C)(C)C)C=1C(=NC(=CC1)N1C[C@H](CCC1)OC)F